(R)-6-(4-fluoro-3-isopropyl-5-(4-(2-methoxyethyl)-2-methylpiperazin-1-yl)-1H-pyrrolo[2,3-c]pyridin-2-yl)-8-methoxy-[1,2,4]triazolo[1,5-a]pyridine FC1=C2C(=CN=C1N1[C@@H](CN(CC1)CCOC)C)NC(=C2C(C)C)C=2C=C(C=1N(C2)N=CN1)OC